tert-butyl N-[(2-bromo-4-pyridyl)methyl]carbamate BrC1=NC=CC(=C1)CNC(OC(C)(C)C)=O